C(#N)C1=C(N=C(C=2CCNCC12)N1CCN(CC1)C(=O)OC(C)(C)C)OCC1N(CCC1)C tert-butyl 4-(4-cyano-3-((1-methylpyrrolidin-2-yl)methoxy)-5,6,7,8-tetrahydro-2,6-naphthyridin-1-yl)piperazine-1-carboxylate